[O-]P([O-])(=O)OP(=O)([O-])[O-].OCC1([C@@H](O)[C@H](O)[C@H](O1)CO)[Ca+].OCC1([C@@H](O)[C@H](O)[C@H](O1)CO)[Ca+].OCC1([C@@H](O)[C@H](O)[C@H](O1)CO)[Ca+].OCC1([C@@H](O)[C@H](O)[C@H](O1)CO)[Ca+] fructosyl-calcium diphosphate